Tetrahydropentamethylindane CC1C(C(C2=CCCCC12)(C)C)(C)C